8-(benzyloxy)-2-cyclopropylimidazo[1,2-a]pyrazine-6-carboxylic acid methyl ester COC(=O)C=1N=C(C=2N(C1)C=C(N2)C2CC2)OCC2=CC=CC=C2